FC=1C=C(C=CC1F)[C@H]1[C@@H](C1)NC=1C2=C(N=C(N1)C1=NC=NC=C1)SC(=C2)C N-((1R,2S)-2-(3,4-difluorophenyl)cyclopropyl)-6-methyl-2-(pyrimidin-4-yl)thieno[2,3-d]pyrimidin-4-amine